N-(pyrrolidin-1-ylsulfonyl)benzamide N1(CCCC1)S(=O)(=O)NC(C1=CC=CC=C1)=O